FC1=NC=C(C(=O)N2C(COCC2)C=O)C=C1 4-(6-fluoronicotinoyl)morpholine-3-formaldehyde